C1(=CC=CC=C1)[Te]C=CC(C(C(C(F)(F)F)(F)F)(F)F)(F)F 2-Nonafluorobutylvinyl Phenyl Telluride